FC=1C=C2C(C(=COC2=CC1)C=O)=O 6-fluoro-chromone-3-carbaldehyde